BrC=1C=C2CC(C(C2=CC1)=O)O 5-bromo-2-hydroxy-1-indanone